(4-bromophenyl)-1H-indole BrC1=CC=C(C=C1)N1C=CC2=CC=CC=C12